4-(1-(1-ethoxyethyl)-1H-pyrazol-4-yl)-5-fluoropyridine-2-amine C(C)OC(C)N1N=CC(=C1)C1=CC(=NC=C1F)N